C(C)(C)N(/C(=C/C(=O)[O-])/C1=CC=CC=C1)C(C)C (E)-3-(diisopropylamino)-3-phenylacrylate